(methylsulfonyl)pyrrolo[1,2-a]quinoxaline-7-carboxamide CS(=O)(=O)C1=CC=C2N1C1=CC=C(C=C1N=C2)C(=O)N